ClC=1C(=C(C(=C(C1)[C@@H](C)O)OCC)[C@H]1C(C(NC1)=O)C(=O)OC)F (4R)-methyl 4-(3-chloro-6-ethoxy-2-fluoro-5-((R)-1-hydroxyethyl) phenyl)-2-oxopyrrolidine-3-carboxylate